Methyl 4-(6-(ethyl(isopropyl)amino)-4-methylpicolinamido)-2-methylbenzoate C(C)N(C1=CC(=CC(=N1)C(=O)NC1=CC(=C(C(=O)OC)C=C1)C)C)C(C)C